N-[(6-Amino-2-pyridyl)sulfonyl]-2-(2-ethyl-5-methylpyrrolidin-1-yl)-6-(3-fluoro-5-isobutoxyphenyl)pyridin-3-carboxamid NC1=CC=CC(=N1)S(=O)(=O)NC(=O)C=1C(=NC(=CC1)C1=CC(=CC(=C1)OCC(C)C)F)N1C(CCC1C)CC